ClC1=CC=C(S1)C(=O)NC[C@H]1CN(C(O1)=O)C1=CC=C(C=C1)N1C(COCC1)=O 5-chloro-N-[[(5S)-2-oxo-3-[4-(3-oxomorpholin-4-yl)phenyl]-1,3-oxazolidin-5-yl]methyl]thiophen-2-formamide